4,4'-Bis-(triazinylamino)-stilben N1=NN=C(C=C1)NC1=CC=C(C=C1)C=CC1=CC=C(C=C1)NC1=NN=NC=C1